SCCC[Si](OC)(OC)OC gamma-sulfhydryl-propyl-trimethoxysilane